C(C1=CC=CC=C1)S(=O)(=O)NC(=O)C1=NN=C(N1C1=C(C=CC=C1C(F)(F)F)OC)C1=NC(=CC=C1)OC N-(benzylsulfonyl)-4-(2-methoxy-6-(trifluoromethyl)phenyl)-5-(6-methoxypyridin-2-yl)-4H-1,2,4-triazole-3-carboxamide